[F].FC(C(=O)O)(C(C(C(C(C(C(F)(F)F)(F)F)(F)F)(F)F)(F)F)(F)F)F perfluorocaprylic acid fluorine